C(CCCCCCCCCC)(=O)OCCCCC(CNCCCCNC(=O)OC(C)(C)C)O 6-[4-(tert-butoxycarbonylamino)butylamino]-5-hydroxyhexyl undecanoate